[N+](=O)([O-])C1=CC=C(NC2=CC=C(C=3C(C4=C(C=CC(=C4C(C23)=O)NC2=CC=C(C=C2)[N+](=O)[O-])NC2=CC=C(C=C2)[N+](=O)[O-])=O)NC2=CC=C(C=C2)[N+](=O)[O-])C=C1 1,4,5,8-tetra(p-nitroanilino)anthraquinone